OC=1C(C=CC=C(C1)C=1C=NC(=NC1)C)=O 2-hydroxy-4-(2-methylpyrimidin-5-yl)cyclohepta-2,4,6-trien-1-one